tert-butyl ((R)-1-((R)-4-(phenylthio)-3-((4-sulfamoyl-2-((trifluoromethyl)sulfonyl)phenyl)amino)butyl)pyrrolidin-3-yl)carbamate C1(=CC=CC=C1)SC[C@@H](CCN1C[C@@H](CC1)NC(OC(C)(C)C)=O)NC1=C(C=C(C=C1)S(N)(=O)=O)S(=O)(=O)C(F)(F)F